FC1=C(C(=C(C(=C1F)F)F)F)O 2,3,4,5,6-pentafluorophenol